methyl 2-[4-[2-[[6-[5-(6-methyl-2-pyridyl)-1H-imidazol-4-yl]-3-quinolyl]amino]ethyl]piperazin-2-yl]acetate CC1=CC=CC(=N1)C1=C(N=CN1)C=1C=C2C=C(C=NC2=CC1)NCCN1CC(NCC1)CC(=O)OC